CC(C1=CC=CC=C1)C1=C(C=CC=C1)O (α-methylbenzyl)Phenol